3-cyclopropyl-6-methyl-4-(3-methyl-4-methanesulfonyl-phenyl)-1H-pyrazolo[4,3-b]pyridin-5-one C1(CC1)C1=NNC2=C1N(C(C(=C2)C)=O)C2=CC(=C(C=C2)S(=O)(=O)C)C